ethyl 5-((tert-butoxycarbonyl)(methyl)-amino)-3-oxopentanoate C(C)(C)(C)OC(=O)N(CCC(CC(=O)OCC)=O)C